(2RS)-2-amino-2-(5-fluoro-2-methoxy-phenyl)-N-thiazol-2-yl-acetamide hydrochloride Cl.N[C@@H](C(=O)NC=1SC=CN1)C1=C(C=CC(=C1)F)OC |r|